NC=1C=C(N(C1)C)C(=O)NC=1C=C(N(C1)C)C(=O)OCC=C prop-2-en-1-yl 4-(4-amino-1-methylpyrrole-2-amido)-1-methylpyrrole-2-carboxylate